(S)-N-(3-(4-(1-Acetyl-2-methyl-1,2,3,4-tetrahydroquinolin-6-yl)benzamido)propyl)-6-(2-aminopyrimidin-5-yl)-8-morpholinoimidazo[1,2-a]pyrazine-2-carboxamide C(C)(=O)N1[C@H](CCC2=CC(=CC=C12)C1=CC=C(C(=O)NCCCNC(=O)C=2N=C3N(C=C(N=C3N3CCOCC3)C=3C=NC(=NC3)N)C2)C=C1)C